C(C)OC(CCC=1C(=C(C=C(C1F)C)C1=C(C=C(C=C1C)C)C)F)=O 3-(2,4-difluoro-2',4',5,6'-tetramethyl-[1,1'-biphenyl]-3-yl)propionic acid ethyl ester